C(C)N(C1=NS(C2=C1C=CC=C2)(=O)=O)/N=C/C=2C=CC1=C(COB1O)C2 N-Ethyl-N-[(E)-(1-Hydroxy-3H-2,1-benzoxaborol-5-yl)methylenamino]-1,1-dioxo-1,2-benzothiazol-3-amin